BrCCCCC(=O)OC(CCCC)CCCC nonan-5-yl 5-bromopentanoate